1-{4-[(1R,2S)-6-[(tert-butyldimethylsilyl)oxy]-2-phenyl-1,2,3,4-tetrahydronaphthalen-1-yl]phenyl}piperidine-4-carbaldehyde [Si](C)(C)(C(C)(C)C)OC=1C=C2CC[C@@H]([C@@H](C2=CC1)C1=CC=C(C=C1)N1CCC(CC1)C=O)C1=CC=CC=C1